1-(4-(4-((3-chloro-4-(pyridin-2-ylmethoxy)phenyl)amino)-7H-pyrrolo[2,3-d]pyrimidin-5-yl)azepan-1-yl)prop-2-en-1-one ClC=1C=C(C=CC1OCC1=NC=CC=C1)NC=1C2=C(N=CN1)NC=C2C2CCN(CCC2)C(C=C)=O